P(=O)(O)(O)CCC(=O)OCCCCCOC(C=C)=O acryloyloxypentyl 3-phosphonopropionate